ClC1=C(C(=NC=N1)N)OC(F)F 6-chloro-5-(difluoromethoxy)pyrimidin-4-amine